OCCNC1=CC=CC=C1 N-β-hydroxyethyl-aniline